COC1=CC=C(CN2C(CC3=CC(=CC=C23)C(=O)N)=O)C=C1 (4-methoxybenzyl)-2-oxoindoline-5-carboxamide